3-methoxy-7-(6-methyl-3-{1-[(3-methyltetrahydrofuran-3-yl)methyl]-1H-pyrazol-4-yl}pyridin-2-yl)cinnoline COC=1N=NC2=CC(=CC=C2C1)C1=NC(=CC=C1C=1C=NN(C1)CC1(COCC1)C)C